[F].C(N)(O)=S thiocarbamate fluorine